FC=1C=C(C=C(C1)F)C1=CC(=CC=C1)C[C@@H]1N(CC[C@@H]1NS(=O)(=O)CC)C=1NC=CN1 N-[(2S,3S)-2-[(3',5'-difluoro[1,1'-biphenyl]-3-yl)methyl]-1-(1H-imidazol-2-yl)pyrrolidin-3-yl]ethanesulfonamide